(4-{3,8-diazabicyclo[3.2.1]octan-8-yl}-3-fluorophenyl)pyrimidin-2-amine C12CNCC(CC1)N2C2=C(C=C(C=C2)C2=NC(=NC=C2)N)F